N-((3R,4S)-4-((6-(2-chloro-6-cyclopropyl-3,5-dimethoxyphenyl)pyrido[3,4-d]pyrimidin-2-yl)amino)tetrahydrofuran-3-yl)acrylamide ClC1=C(C(=C(C=C1OC)OC)C1CC1)C1=CC2=C(N=C(N=C2)N[C@H]2[C@H](COC2)NC(C=C)=O)C=N1